C1(=CC=C(C2=CC=CC=C12)N)N 1,4-naphthalenediamine